2-{[1-(tert-Butoxycarbonyl)piperidin-4-yl]methyl}-8-(trifluoromethyl)-4,5-dihydro-2H-furo[2,3-g]indazole-7-carboxylic acid ethyl ester C(C)OC(=O)C1=C(C2=C(CCC3=CN(N=C23)CC2CCN(CC2)C(=O)OC(C)(C)C)O1)C(F)(F)F